[Na].[Na].C12(CCC(CC1)C2)[Si](OC)(OC)C norbornyl-methyldimethoxysilane disodium